CN(CCN1N=CC=CC1=O)C 2-(2-(Dimethylamino)ethyl)pyridazin-3(2H)-one